NC1=NC=C(C=C1N)F 2,3-diamino-5-fluoro-pyridine